C(N)(=O)C1=C(C(=CC=2OC(OC21)(F)F)C)NC(=O)C=2N(N=C(C2)CN2N=C(N=N2)C(F)(F)F)C2=NC=CC=C2Cl N-(4-carbamoyl-2,2-difluoro-6-methyl-1,3-benzodioxol-5-yl)-2-(3-chloro-2-pyridyl)-5-[[5-(trifluoromethyl)tetrazol-2-yl]methyl]pyrazole-3-carboxamide